Isooctanol benzoate C(C1=CC=CC=C1)(=O)OCCCCCC(C)C